1-{4-[(2S)-2,3-dihydro-1,4-benzodioxin-2-yl]benzyl}imidazolidin-4-one O1[C@H](COC2=C1C=CC=C2)C2=CC=C(CN1CNC(C1)=O)C=C2